C(C)OC(=O)C=1C=NC2=NC(=CC=C2C1)OC 7-methoxy-1,8-naphthyridine-3-carboxylic acid ethyl ester